2,5-Dihydroxy-3-[[2,5-dihydroxy-3-(2,2-dimethylpropanoyloxymethoxycarbonyl)phenyl]methyl-sulfonylmethyl]benzoic acid OC1=C(C(=O)O)C=C(C=C1CS(=O)(=O)CC1=C(C(=CC(=C1)O)C(=O)OCOC(C(C)(C)C)=O)O)O